O=C(OCC1=CC=CC=C1)COCCOCCOCCOCC(=O)O 3-oxo-1-phenyl-2,5,8,11,14-pentaoxahexadecan-16-oic acid